2-methylpentan-2-ol-ol CC(CO)(CCC)O